3-(1,1-dimethyl-2,3-dihydro-1H-inden-5-yl)-2-methylpropanal CC1(CCC2=CC(=CC=C12)CC(C=O)C)C